6-Amino-5-(2,2-difluoro-7-((5-methoxy-7-methyl-1H-indol-4-yl)methyl)-7-azaspiro[3.5]nonan-6-yl)picolinic acid NC1=C(C=CC(=N1)C(=O)O)C1CC2(CC(C2)(F)F)CCN1CC1=C2C=CNC2=C(C=C1OC)C